CP(=O)(C)C=1C=CC=C2C(=CNC12)C1=NC(=NC=C1C(=O)N)N[C@H](CO)C (S)-4-(7-(dimethylphosphoryl)-1H-indol-3-yl)-2-((1-hydroxypropan-2-yl)amino)pyrimidine-5-carboxamide